NC1CCN(CC1)C1=C(C=NC2=CC=C(C=C12)C=1C=C(C=C(C1)F)NC(=O)NOC)C1=CC(=CC(=C1)C)F 1-{3-[4-(4-aminopiperidin-1-yl)-3-(3-fluoro-5-methylphenyl)quinolin-6-yl]-5-fluorophenyl}-3-methoxyurea